ClC[C@H]1OC(C2(C=CCN2C(=O)OC(C)(C)C)C1)=O tert-butyl (8S)-8-(chloromethyl)-6-oxo-7-oxa-1-azaspiro[4.4]non-3-ene-1-carboxylate